C(C)OC(=O)[C@@H]1[C@H](C1)C1=NC=C(C=C1)Br (1S-2S)-2-(5-bromo-pyridin-2-yl)-cyclopropanecarboxylic acid ethyl ester